NC=1C=CC=C2CN(C(C12)=O)CC(=C)C(N)=O 7-amino-2-(2-carbamoylallyl)-1-oxo-isoindolin